2-[(2S)-2-aminopropyl]-5-chloro-3-(1H-imidazol-2-yl)-N-(thiophen-2-ylmethyl)furo[3,2-b]pyridin-7-amine N[C@H](CC1=C(C2=NC(=CC(=C2O1)NCC=1SC=CC1)Cl)C=1NC=CN1)C